CC1(C(N(C(N1CC1=CC(=NC=C1)NC(OC(C)(C)C)=O)=O)C1=CC=C(C=C1)SC(F)(F)F)=O)C tert-butyl (4-((5,5-dimethyl-2,4-dioxo-3-(4-((trifluoromethyl)thio)phenyl)imidazolidin-1-yl)methyl)pyridin-2-yl)carbamate